SC(CC(=O)O)C β-mercaptobutanoic acid